1,6,10-DODECATRIEN-3-OL C=CC(CCC=CCCC=CC)O